FC(C=1C(=C(C=CC1)[C@@H](C)NC=1C2=C(N=CN1)CN(C2)C(=O)OC(C)(C)C)F)F tert-butyl (R)-4-((1-(3-(difluoromethyl)-2-fluorophenyl)ethyl)amino)-5,7-dihydro-6H-pyrrolo[3,4-d]pyrimidine-6-carboxylate